3-(((E)-(9-(3-chlorobenzyl)-1-methyl-β-carbolin-3-yl)methylene)hydrazino)indol-2-one ClC=1C=C(CN2C3=CC=CC=C3C=3C=C(N=C(C23)C)\C=N\NC=2C(N=C3C=CC=CC23)=O)C=CC1